FC(S(=O)(=O)OC1=NN2C(C=N1)=C(C=C2C2CCC1(OCCO1)CC2)C2=CC=C(C=C2)CN2CCN(CC2)C)(F)F 5-(4-((4-methylpiperazin-1-yl)methyl)phenyl)-7-(1,4-dioxaspiro[4.5]decan-8-yl)pyrrolo[2,1-f][1,2,4]triazin-2-yl trifluoromethanesulfonate